benzyl (1R,5S)-3-(7-chloro-8-fluoro-2-(((2R,7aS)-2-fluorotetrahydro-1H-pyrrolizin-7a(5H)-yl)methoxy)pyrido[4,3-d]pyrimidin-4-yl)-8-azabicyclo[3.2.1]octane-8-carboxylate ClC1=C(C=2N=C(N=C(C2C=N1)C1C[C@H]2CC[C@@H](C1)N2C(=O)OCC2=CC=CC=C2)OC[C@]21CCCN1C[C@@H](C2)F)F